C(C)(=O)C=1C2=C(C(=NC1)N)C(=NN2[C@@H]2CN(CC2)C(C=C)=O)C#CC2=CC1=C(N(C=N1)C)C=C2Cl (S)-1-(3-(7-acetyl-4-amino-3-((6-chloro-1-methyl-1H-benzo[d]imidazol-5-yl)ethynyl)-1H-pyrazolo[4,3-c]pyridin-1-yl)pyrrolidin-1-yl)prop-2-en-1-one